CC(CN1N=C2C=CC(=CC2=C1)B1OC(C(O1)(C)C)(C)C)(C)O 2-methyl-1-(5-(4,4,5,5-tetramethyl-1,3,2-dioxaborolan-2-yl)-2H-indazol-2-yl)propan-2-ol